ClC=1C=NC=C(C1[C@@H](C)OC=1C=C2C(=NN(C2=CC1OC)C1OCCCC1)C1=CC(=C(N=N1)N1CC(C1)(C)NCC(C)C)C#N)Cl 6-[5-[(1R)-1-(3,5-dichloro-4-pyridyl)ethoxy]-6-methoxy-1-tetrahydropyran-2-yl-indazol-3-yl]-3-[3-(isobutylamino)-3-methyl-azetidin-1-yl]pyridazine-4-carbonitrile